N1=C(CN2C1=CC=CC=C2)C(=O)O imidazo[1,2-a]azepine-2-carboxylic acid